3-(4-(5-(difluoromethyl)-1,3,4-oxadiazol-2-yl)benzyl)-5-fluoro-1-(1-(oxetan-3-yl)piperidin-4-yl)-1,3-dihydro-2H-benzo[d]imidazol-2-one FC(C1=NN=C(O1)C1=CC=C(CN2C(N(C3=C2C=C(C=C3)F)C3CCN(CC3)C3COC3)=O)C=C1)F